(R)-tert-butyl-3-hydroxypyrrolidine-1-carboxylate C(C)(C)(C)OC(=O)N1C[C@@H](CC1)O